CC1=C(OC2=C(C=C(C=C2C1=O)C)[C@@H](C)NC=1C(=NC=CC1)C(=O)NCC1=NC=CC=C1)C1=CC=CC=C1 3-[[(1R)-1-(3,6-Dimethyl-4-oxo-2-phenyl-chromen-8-yl)ethyl]amino]-N-(2-pyridylmethyl)pyridine-2-carboxamide